tert-butyl 2-[2-[6-(trifluoromethyl) imidazo[1,2-a]pyrazin-3-yl] pyrimidin-4-yl]-2,7-diazaspiro[3.5]nonane-7-carboxylate FC(C=1N=CC=2N(C1)C(=CN2)C2=NC=CC(=N2)N2CC1(C2)CCN(CC1)C(=O)OC(C)(C)C)(F)F